C(C)(=O)[O-].C(C)(C)[Bi+2].C(C)(=O)[O-] isopropylbismuth acetate